N1C=CC2=CC(=CC=C12)OC=1C=C(C=CC1)C=1NC(=CN1)CO (2-(3-((1H-indol-5-yl)oxy)phenyl)-1H-imidazol-5-yl)methanol